2-(2-(3-aminophenyl)-1H-imidazol-1-yl)acetonitrile NC=1C=C(C=CC1)C=1N(C=CN1)CC#N